3-(3-fluoropropyl)-2-phenylbenzo[d]thiazol-3-ium chloride [Cl-].FCCC[N+]1=C(SC2=C1C=CC=C2)C2=CC=CC=C2